5-(2-Fluorobenzyl)-8-methyl-7-(1-(2-(trifluoromethyl)phenyl)piperidin-4-yl)pyrido[2,3-b]pyrazin-6(5H)-one FC1=C(CN2C(C(=C(C=3C2=NC=CN3)C)C3CCN(CC3)C3=C(C=CC=C3)C(F)(F)F)=O)C=CC=C1